4-(difluoromethoxy)phenyl (5R)-3,3-difluoro-5-(2-oxopyrrolidin-1-yl)piperidine-1-carboxylate FC1(CN(C[C@@H](C1)N1C(CCC1)=O)C(=O)OC1=CC=C(C=C1)OC(F)F)F